2-hydroxy-2-methyl-1-[4-(2-Hydroxyethoxy)phenyl]propane-1-one OC(C(=O)C1=CC=C(C=C1)OCCO)(C)C